BrC=1C=CC(=C(C1)S(=O)(=O)NC=1C=NC=2CCN(CC2C1)C(=O)NC)OC 3-((5-bromo-2-methoxyphenyl)sulfonamido)-N-methyl-7,8-dihydro-1,6-naphthyridine-6(5H)-carboxamide